FC(=C1CCN(CC1)C1=NN2C(NC(=C(C2=O)N2CCNCC2)CC)=N1)F 2-[4-(difluoromethylidene)piperidin-1-yl]-5-ethyl-6-(piperazin-1-yl)-4H-[1,2,4]triazolo[1,5-a]pyrimidin-7-one